O=C1NC(CCC1N1C(C2=CC=C(C=C2C1=O)CN1CC(C1)OC=1C=C(C=CC1)S(=O)(=O)N1CCC(CC1)NC(OC(C)(C)C)=O)=O)=O tert-Butyl (1-((3-((1-((2-(2,6-dioxopiperidin-3-yl)-1,3-dioxoisoindolin-5-yl)methyl)-azetidin-3-yl)oxy)phenyl)sulfonyl)piperidin-4-yl)carbamate